N-[(1,3-dicyclohexylhexahydro-2,4,6-trioxo-5-pyrimidinyl)carbonyl]-glycine C1(CCCCC1)N1C(N(C(C(C1=O)C(=O)NCC(=O)O)=O)C1CCCCC1)=O